2-(2-fluorophenylethyl)-6-(4-methoxyphenyl)-3,4-dihydroisoquinolin-1(2H)-one FC1=C(C=CC=C1)CCN1C(C2=CC=C(C=C2CC1)C1=CC=C(C=C1)OC)=O